P(O)(=O)(OP(=O)(O)OP(=O)(O)O)OC[C@@H]1[C@H]([C@H]([C@@H](O1)C1=CN(C(=O)NC1=O)C)O)O 1-N-methylpseudouridine triphosphate